6-chloro-4-cyclopropoxy-1H-indole-2-carboxylic acid ClC1=CC(=C2C=C(NC2=C1)C(=O)O)OC1CC1